(1R,3s,5S)-3-(4-nitro-1H-pyrazol-1-yl)-8-azabicyclo[3.2.1]octane-8-carboxylic acid tert-butyl ester C(C)(C)(C)OC(=O)N1[C@H]2CC(C[C@@H]1CC2)N2N=CC(=C2)[N+](=O)[O-]